fluoro-thioazide FSN=[N+]=[N-]